C(C1=CC=CC=C1)OC1=NC(=CC=C1C1=NN(C2=CC(=CC=C12)N[C@@H]1[C@@H](CC2(CN(C2)C(=O)OC(C)(C)C)CC1)C)C)OCC1=CC=CC=C1 tert-butyl (6R,7S)-7-((3-(2,6-bis(benzyloxy)pyridin-3-yl)-1-methyl-1H-indazol-6-yl) amino)-6-methyl-2-azaspiro[3.5]nonane-2-carboxylate